2-pyridinylcarboxamide N1=C(C=CC=C1)C(=O)N